(S,Z)-3-(5-(2-(hydroxymethyl)-4-(methoxyimino)pyrrolidine-1-carbonyl)-[1,2,4]triazolo[1,5-a]pyridin-8-yl)-2-methylbenzonitrile OC[C@H]1N(C\C(\C1)=N/OC)C(=O)C1=CC=C(C=2N1N=CN2)C=2C(=C(C#N)C=CC2)C